S1C2=C(C(=C1)C=1C=C(SC1)C(C(=O)O)CC=O)C=CC=C2 (4-(benzo[b]thiophen-3-yl)thiophen-2-yl)-4-oxobutanoic acid